[Si](C)(C)(C(C)(C)C)OCC=1N(C=CN1)C=1CN2C(N(C(C1)C2)OS(=O)(=O)[O-])=O.C(C=C)[P+](C2=CC=CC=C2)(C2=CC=CC=C2)C2=CC=CC=C2 allyl(triphenyl)phosphonium [3-[2-[[tert-butyl(dimethyl)silyl]oxymethyl]imidazol-1-yl]-7-oxo-1,6-diazabicyclo[3.2.1]oct-3-en-6-yl]sulfate